racemic-[(3R,4R)-1-cyclopropylmethyl-3-(1-pyrimidin-2-yl-cyclopropylcarbamoyl)-piperidin-4-yl]-carbamic acid tert-butyl ester C(C)(C)(C)OC(N[C@H]1[C@@H](CN(CC1)CC1CC1)C(NC1(CC1)C1=NC=CC=N1)=O)=O |r|